3-nitro-4-(1-(tetrahydrofuran-3-yl)azetidin-3-ylamino)benzenesulfonamide [N+](=O)([O-])C=1C=C(C=CC1NC1CN(C1)C1COCC1)S(=O)(=O)N